OC1(CCN(CC1)C1=C(C(N(C2=CC=CC=C12)C)=O)C#N)C1=CC(=CC=C1)C(F)(F)F 4-{4-hydroxy-4-[3-(trifluoromethyl)phenyl]piperidin-1-yl}-1-methyl-2-oxo-1,2-dihydroquinoline-3-carbonitrile